C(CCC)[N+](CCCCN1C=2C=CC(=CC2N(C2=CC=C(C=C12)C(C)(C)C)CCCC[N+](C)(C)CCCO)C(C)(C)C)(C)C N-butyl-4-(2,7-di-tert-butyl-10-(4-((3-hydroxypropyl)dimethylammonio)butyl)phenazin-5(10H)-yl)-N,N-dimethylbutan-1-aminium